ClC1=CC=C(C(=N1)S(=O)(=O)OC1=C(C(=C(C(=C1F)F)F)F)F)O[C@H](C)C=1C=C(C=C2C(C(=C(OC12)C=1C=NC(=NC1)C1CC1)C)=O)C (2,3,4,5,6-Pentafluorophenyl) 6-chloro-3-[(1R)-1-[2-(2-cyclopropylpyrimidin-5-yl)-3,6-dimethyl-4-oxo-chromen-8-yl]ethoxy]pyridine-2-sulfonate